3,5-dichlorobenzyl chloroformate ClC(=O)OCC1=CC(=CC(=C1)Cl)Cl